COC=1C=C2CCN(CC2=CC1NC1=NC=C2C(=N1)N(N=C2)C[C@H]2[C@H](C2)C(=O)OCC)C |r| racemic-ethyl (1S,2R)-2-((6-((6-methoxy-2-methyl-1,2,3,4-tetrahydroisoquinolin-7-yl)amino)-1H-pyrazolo[3,4-d]pyrimidin-1-yl)methyl)cyclopropane-1-carboxylate